ClC(Cl)(Cl)C1=C(C(=NN=N1)C(Cl)(Cl)Cl)C(Cl)(Cl)Cl tris(trichloromethyl)-triazine